NC1(CNC1)C(=O)OC(C)C isopropyl 3-aminoazetidine-3-carboxylate